CS(=O)(=O)N1CCC(CC1)NC1=NC=C(C(=N1)C=1N=CN(C1)C1=C(C#N)C=CN=C1)C(F)(F)F 3-(4-(2-((1-(Methylsulfonyl)piperidin-4-yl)amino)-5-(trifluoromethyl)pyrimidin-4-yl)-1H-imidazol-1-yl)isonicotinonitrile